C1(CC1)C1=CC=C(C(=N1)S(=O)(=O)NC=1N=CSC1)F 6-cyclopropyl-3-fluoro-N-(thiazol-4-yl)pyridine-2-sulfonamide